C1(CCCCC1)NC1=NC(=C(C(=O)N)C=C1)NC1=CC=C(C=C1)N1CCNCC1 6-(cyclohexylamino)-2-((4-(piperazin-1-yl)phenyl)amino)nicotinamide